8-chloro-1-(2,6-dichlorophenyl)-5-(2-hydroxybut-3-en-2-yl)-2-methyl-1,6-naphthyridin-4(1H)-one ClC=1C=NC(=C2C(C=C(N(C12)C1=C(C=CC=C1Cl)Cl)C)=O)C(C)(C=C)O